1-Nonyl-4-ethylpiperidinium triflat [O-]S(=O)(=O)C(F)(F)F.C(CCCCCCCC)[NH+]1CCC(CC1)CC